sodium iodoamid I[NH-].[Na+]